S1C=NC2=C1C=C(C=C2)\C=C\2/N=C(NC2=O)N[C@@H](CO)C2=CC=CC=C2 (4Z)-4-(1,3-benzothiazol-6-ylmethylene)-2-[[(1R)-2-hydroxy-1-phenyl-ethyl]amino]-1H-imidazol-5-one